7-methyl-6-[[4-(o-tolyl)phenyl]methyl]-3-tetrahydropyran-4-yl-imidazo[1,5-a]pyrazin-8-one CN1C(C=2N(C=C1CC1=CC=C(C=C1)C1=C(C=CC=C1)C)C(=NC2)C2CCOCC2)=O